NC1=C(C(=O)NC(C)(C)C)C=CC(=C1)Br 2-Amino-4-bromo-N-(tert-butyl)benzamide